CC=1N(C(=CC1)C)C1=NC=C(C=C1)Br 2-(2,5-dimethyl-1H-pyrrol-1-yl)-5-bromo-pyridine